(2-furyl)-1H-benzimidazole O1C(=CC=C1)N1C=NC2=C1C=CC=C2